FC(C(C(F)(F)F)(O)C1=CC=C(C=C1)NC(=O)[C@@H]1N(CC2=CC(=CC=C12)S(=O)(=O)C)C(=O)OC(C)(C)C)(F)F (R)-tert-Butyl 1-((4-(1,1,1,3,3,3-hexafluoro-2-hydroxypropan-2-yl)phenyl)carbamoyl)-5-(methylsulfonyl)isoindoline-2-carboxylate